FC(S(=O)(=O)OC1=CC=CC2=C(C(=CC=C12)F)Cl)(F)F 5-chloro-6-fluoronaphthalen-1-yl trifluoromethanesulfonate